tert-butyl (2S,4aS,9aR)-2-methyl-7-(trifluoromethyl)-2,3,9,9a-tetrahydroindeno[2,1-b][1,4]oxazine-4(4aH)-carboxylate C[C@H]1CN([C@@H]2[C@H](O1)CC=1C=C(C=CC12)C(F)(F)F)C(=O)OC(C)(C)C